NC1=NNC(=N1)CCCCC 3-Amino-5-pentyl-1,2,4-triazole